ClC1=C(C=CC=C1)C1=CC(OC2=CC(=CC=C12)OC(C(=O)N1C[C@H](CCC1)C(=O)O)(C)C)=O (3S)-1-[2-[4-(2-chlorophenyl)-2-oxo-chromen-7-yl]oxy-2-methyl-propionyl]piperidine-3-carboxylic acid